(4-hydroxyphenyl)methyl methacrylate C(C(=C)C)(=O)OCC1=CC=C(C=C1)O